t-butylperoxy (3,3,5-trimethylhexanoate) CC(CC(=O)OOOC(C)(C)C)(CC(C)C)C